(2R)-2-(dimethylamino)-3-phenylpropyl (aminocarbonyl)methylcarbamate NC(=O)CNC(OC[C@@H](CC1=CC=CC=C1)N(C)C)=O